2-(5-bromo-2-methyl-pyrazol-3-yl)ethyl N-(3-hydroxypropyl)carbamate OCCCNC(OCCC=1N(N=C(C1)Br)C)=O